6-((6-(2-fluoro-6-methoxyphenyl)-5-nitropyridin-2-yl)amino)-4-((S)-3-hydroxypiperidin-1-yl)-N-((R)-1-methylpyrrolidin-3-yl)nicotinamide FC1=C(C(=CC=C1)OC)C1=C(C=CC(=N1)NC1=NC=C(C(=O)N[C@H]2CN(CC2)C)C(=C1)N1C[C@H](CCC1)O)[N+](=O)[O-]